6-(trifluoromethyl)dihydroindole FC(C1=CC=C2CCNC2=C1)(F)F